{4-[4-(2,3-Dihydro-benzo[1,4]dioxin-5-yl)-2-methoxy-phenylamino]-benzyl}-carbamic acid tert-butyl ester C(C)(C)(C)OC(NCC1=CC=C(C=C1)NC1=C(C=C(C=C1)C1=CC=CC=2OCCOC21)OC)=O